C(#N)C=1C=C(C=CC1OCC(C)C)C=1SC(=C(N1)C)C(=O)O 2-[3-cyano-4-isobutoxyphenyl]-4-methylthiazole-5-carboxylic acid